2,4,6-trimethylbenzoyl-phenyl-ethoxyphosphine oxide CC1=C(C(=O)P(OCC)(C2=CC=CC=C2)=O)C(=CC(=C1)C)C